4-((5-ethynylpyridin-2-yl)methyl)morpholine C(#C)C=1C=CC(=NC1)CN1CCOCC1